3-(1-oxo-5-(4-((4-(pyridin-2-yl)piperidin-1-yl)methyl)pyridin-2-yl)isoindolin-2-yl)piperidine-2,6-dione O=C1N(CC2=CC(=CC=C12)C1=NC=CC(=C1)CN1CCC(CC1)C1=NC=CC=C1)C1C(NC(CC1)=O)=O